6-[(1S,2S)-2-(6-chloroimidazo[1,2-b]pyridazin-8-yl)cyclopropyl]-8-(trifluoromethyl)quinoline ClC=1C=C(C=2N(N1)C=CN2)[C@@H]2[C@H](C2)C=2C=C1C=CC=NC1=C(C2)C(F)(F)F